C(C)(C)(C)C=1C(=C(C(=O)O)C=CC1)NC(C)C=1C=C(C=C2C(C=C(OC12)SCC)=O)C.N[C@@H](CC1=CNC=N1)C(=O)N[C@@H](C)C(=O)O histidyl-alanine tert-butyl-2-[1-(2-ethylsulfanyl-6-methyl-4-oxo-chromen-8-yl)ethylamino]-benzoate